BrC=1N=C2N(C=CN=C2)C1 2-bromoimidazo[1,2-a]pyrazine